(R)-4-((2-cyanophenyl)thio)-6-(1-(3-(3-hydroxypyrrolidin-1-yl)-3-oxopropyl)-1H-pyrazol-4-yl)pyrazolo[1,5-a]pyridine-3-carbonitrile C(#N)C1=C(C=CC=C1)SC=1C=2N(C=C(C1)C=1C=NN(C1)CCC(=O)N1C[C@@H](CC1)O)N=CC2C#N